(R)-1-cyano-N-(1-(3-cyanophenyl)-1H-1,2,3-triazol-4-yl)-3-fluoropiperidine-3-carboxamide C(#N)N1C[C@](CCC1)(C(=O)NC=1N=NN(C1)C1=CC(=CC=C1)C#N)F